F[Sb-](F)(F)(F)(F)F.ClC1=CC=C(C=C1)[S+](C1=CC=CC=C1)C1=CC=CC=C1 4-Chlorophenyl-diphenylsulfonium hexafluoroantimonat